CP(=O)(C)C1=C2C=CNC2=CC(=C1OC=1C=CC(=C(C1)C=1NC(=CN1)C(C)(O)C=1C=C(C=CC1)CCC(=O)O)F)F 3-(3-(1-(2-(5-((4-(Dimethylphosphoryl)-6-fluoro-1H-indol-5-yl)oxy)-2-fluorophenyl)-1H-imidazol-5-yl)-1-hydroxyethyl)phenyl)propanoic acid